C(C)(C)(C)C1=C(C(=CC(=C1)C1=C2N(C3=CC=CC(=C13)OC)C=CC(=C2)C)C(C)(C)C)O 2,6-di-tert-butyl-4-(1-methoxy-8-methylpyrido[1,2-a]indol-10-yl)phenol